S1C(=NC2=C1C=CC=C2)N2CC1=CC=CC=C1CC2 2-N-(benzo[d]thiazol-2-yl)-1,2,3,4-tetrahydroisoquinoline